3,8-dimethyl-5-prop-1-en-2-yl-1,2,3,4,5,6,7,8-octahydroazulene-1-ol CC1CC(C=2C(CCC(CC12)C(=C)C)C)O